2-(2,6-dioxopiperidin-3-yl)-5-(4-(1-(5-methoxy-2-(1-methyl-1H-pyrazol-4-yl)-4-nitrophenyl)piperidin-4-yl)piperazin-1-yl)isoindoline-1,3-dione O=C1NC(CCC1N1C(C2=CC=C(C=C2C1=O)N1CCN(CC1)C1CCN(CC1)C1=C(C=C(C(=C1)OC)[N+](=O)[O-])C=1C=NN(C1)C)=O)=O